C([C@@H](O)C)(=O)OCC (S)-ethyl lactate